[N-](S(=O)(=O)C(F)(F)F)S(=O)(=O)C(F)(F)F.C(CCC)[N+](C)(C)C Butyltrimethylammonium bis(trifluoromethylsulfonyl)imide